[4-(2-morpholino-5H-pyrrolo[2,3-b]pyrazin-7-yl)-1-piperidyl]-[4-(trifluoromethoxy)phenyl]methanone O1CCN(CC1)C=1N=C2C(=NC1)NC=C2C2CCN(CC2)C(=O)C2=CC=C(C=C2)OC(F)(F)F